N-(15-hydroxy-5,8,11,13-eicosatetraenoyl)alanine OC(C=CC=CCC=CCC=CCCCC(=O)N[C@@H](C)C(=O)O)CCCCC